(R)-2-cyclobutoxy-5-(8-(3-(methoxymethyl)-4-methylpiperazin-1-yl)-7,10-dimethyl-5-oxo-1,3,4,5-tetrahydro-2H-chromeno[3,4-c]pyridine-3-carbonyl)-N-(pyrrolidin-1-ylsulfonyl)benzamide C1(CCC1)OC1=C(C(=O)NS(=O)(=O)N2CCCC2)C=C(C=C1)C(=O)N1CC2=C(CC1)C=1C(=CC(=C(C1OC2=O)C)N2C[C@@H](N(CC2)C)COC)C